C(C)N1N=CC=C1C1=CC=C(C=C1)[C@H](CO)NC([O-])=O (R)-(1-(4-(1-ethyl-1H-pyrazol-5-yl)phenyl)-2-hydroxyethyl)carbamate